S1C=CC=C1O Thiophen-5-ol